(S)-N-(1-(1-(4-fluorophenyl)-6-methyl-1H-indazol-5-yl)pyrrolidin-3-yl)-1-propyl-1H-pyrazole-4-sulfonamide FC1=CC=C(C=C1)N1N=CC2=CC(=C(C=C12)C)N1C[C@H](CC1)NS(=O)(=O)C=1C=NN(C1)CCC